(±)-trans-3-(4-(5-((((2-cyclopropyl-ethoxy)carbonyl)amino)methyl)-1-methyl-1H-1,2,3-triazol-4-yl)phenoxy)cyclohexane-1-carboxylic acid C1(CC1)CCOC(=O)NCC1=C(N=NN1C)C1=CC=C(O[C@@H]2C[C@H](CCC2)C(=O)O)C=C1 |r|